N,N-bis(2-hydroxyethyl)aminomethylphosphonic acid dimethyl ester COP(OC)(=O)CN(CCO)CCO